ClC1=C(C=C(C=C1F)CCC(=O)O)F 3-(4-chloro-3,5-difluorophenyl)propanoic acid